1-methyl-4-(4-(4-propylcyclohexyl)cyclohexyl)benzene CC1=CC=C(C=C1)C1CCC(CC1)C1CCC(CC1)CCC